7-(Cyclopentylamino)-N-ethyl-2-phenyl-1H-indole-5-sulfonamide C1(CCCC1)NC=1C=C(C=C2C=C(NC12)C1=CC=CC=C1)S(=O)(=O)NCC